(S)-4-((1-(2,5-difluorophenyl)ethyl)amino)-5-ethyl-2-fluoro-N-(thiazol-4-yl)benzenesulfonamide FC1=C(C=C(C=C1)F)[C@H](C)NC1=CC(=C(C=C1CC)S(=O)(=O)NC=1N=CSC1)F